C[C@@]12CC[C@@H]3[C@@]([C@H]1CC=C4[C@]2(CC[C@@]5([C@H]4CC(CC5)(C)C)C(=O)O)C)(C[C@@H]([C@@H]([C@@]3(C)CO)O[C@H]6[C@@H]([C@H]([C@@H]([C@H](O6)CO)O[C@H]7[C@@H]([C@H]([C@@H]([C@H](O7)CO)O)O)O)O)O)O)C The molecule is a pentacyclic triterpenoid that is bayogenin substituted at the O-3 position by a cellobiosyl residue. It has a role as a plant metabolite. It is a cellobioside, a disaccharide derivative, a pentacyclic triterpenoid, a triterpenoid saponin and a monocarboxylic acid. It derives from a bayogenin.